ClCCC[Si](OCCCC)(CC)CC Chloropropyl-diethyl-butoxysilane